C(C)(=O)O[C@H]1[C@H](N(C[C@@H]1OC(=O)OC(C)(C)C)C(=O)OC(C)(C)C)CC1=CC=C(C=C1)O tert-butyl (2R,3S,4S)-3-(acetyloxy)-4-[(tert-butoxycarbonyl)oxy]-2-[(4-hydroxyphenyl)methyl]pyrrolidine-1-carboxylate